CN1N=CC(=C1)C=1C=NC2=CC=C(C=C2C1)CCO 2-(3-(1-methyl-1H-pyrazol-4-yl)quinolin-6-yl)ethan-1-ol